4-fluoro-piperidine-1-carboxamide FC1CCN(CC1)C(=O)N